OC1CCC(CC1)O 1,4-Dihydroxycyclohexane